N-[(1s,4s)-4-(5-ethynyl-6-methyl-2-{[4-(4-methylpiperazin-1-yl)phenyl]amino}-7-oxopyrido[2,3-d]pyrimidin-8-yl)cyclohexyl]acetamide C(#C)C1=C(C(N(C=2N=C(N=CC21)NC2=CC=C(C=C2)N2CCN(CC2)C)C2CCC(CC2)NC(C)=O)=O)C